(S)-N-(5-methyl-7-(3-methyl-3-(pyrrolidin-1-yl)but-1-yn-1-yl)-4-oxo-2,3,4,5-tetrahydrobenzo[b][1,4]oxazepin-3-yl)-4-phenoxypyridineamide CN1C2=C(OC[C@@H](C1=O)NC(=O)C1=NC=CC(=C1)OC1=CC=CC=C1)C=CC(=C2)C#CC(C)(N2CCCC2)C